BrC1=CC=CCN1C1=C(C=C(C=C1)NC1=NC(=NC=C1OC)N1CCNCC1)C(F)(F)F 6-bromo-N-(4-((5-methoxy-2-(piperazin-1-yl)pyrimidin-4-yl)amino)-2-(trifluoromethyl)phenyl)pyridine